disodium 2,3-norbornanedicarboxylate C12C(C(C(CC1)C2)C(=O)[O-])C(=O)[O-].[Na+].[Na+]